OCC(C(=O)O)(CCC)CO 2,2-dihydroxymethyl-valeric acid